C[Si](C(C1=NC=CC=C1)C=1N=C(N(C1)C)OCC)(C)C 2-(trimethyl-silyl-(ethoxy(methyl)-1H-imidazol-4-yl)methyl)pyridine